C(#N)N=C(NCCCCCN1CCN(CC1)C(=O)C=1NC=CC1)NC1=CC=NC=C1 2-cyano-1-(5-(1-(2-pyrrolylformyl)piperazine-4-yl)pentyl)-3-(4-pyridinyl)guanidine